(S)-2,2-difluoro-3-methoxycarbonyl-cyclopropanecarboxylic acid FC1([C@@H](C1C(=O)OC)C(=O)O)F